O1CC(CCC1)CCC(=O)OC methyl 3-(tetrahydro-2H-pyran-3-yl)propanoate